4-(piperazin-1-yl)-7-(piperidin-4-yloxy)isoindolin-1-one N1(CCNCC1)C1=C2CNC(C2=C(C=C1)OC1CCNCC1)=O